N1C=C(C=C1)C1=CC=CC=2N1N=C(N2)[N-]C2CC2 N-(5-(1H-pyrrol-3-yl)-[1,2,4]triazolo[1,5-a]pyridin-2-yl)cyclopropylamide